C1(CCC1)N(C1CCC1)C1CC(C1)COC1=C(C=C2C(=NC=NC2=C1)OC=1C(=C2C=C(NC2=CC1)C)F)OC N,N-dicyclobutyl-3-(((4-((4-fluoro-2-methyl-1H-indol-5-yl)oxy)-6-methoxyquinazolin-7-yl)oxy)methyl)cyclobutylamine